COC1=NC=C(C2=C1C=CN2S(=O)(=O)N2CCNCC2)C 4-methoxy-7-methyl-1-(piperazin-1-ylsulfonyl)-1H-pyrrolo[3,2-c]pyridine